Cl.N[C@H](C)C1=CC=C(C=C1)C1=C(C=C(C=2NC(C3=CC(=CC=C3C12)C)=O)C)OC (R)-1-(4-(1-aminoethyl)phenyl)-2-methoxy-4,8-dimethyl-6(5H)-phenanthridinone hydrochloride